CC(C(=O)OCC(CCOC1=CC=C(C=C1)\C=C\C1=CC=C(C=C1)OC(C(=C)C)=O)(COC(C(C)=O)=C)CC)=C [2-ethyl-2-[(1-methylene-2-oxo-propoxy)methyl]-4-[4-[(E)-2-[4-(2-methylprop-2-enoyloxy)phenyl]vinyl]phenoxy]butyl] 2-methylprop-2-enoate